isopropoxycarbonyl 4-[6-(difluoromethyl)-5-[[6-(trifluoromethyl)pyridine-2-carbonyl] amino]indazol-2-yl]cyclohexanecarboxylate FC(C=1C(=CC2=CN(N=C2C1)C1CCC(CC1)C(=O)OC(=O)OC(C)C)NC(=O)C1=NC(=CC=C1)C(F)(F)F)F